FC(CN1N=CC=2C1=NC(=NC2)N2CCC1(CCN(C1=O)C1=NC=CC(=C1)C(F)(F)F)CC2)F 8-[1-(2,2-difluoroethyl)-1H-pyrazolo[3,4-d]pyrimidin-6-yl]-2-[4-(trifluoromethyl)pyridin-2-yl]-2,8-diazaspiro[4.5]decan-1-one